tert-butyl ((5-bromo-2-methyl-2H-1,2,3-triazol-4-yl)methyl)(methyl)carbamate BrC=1C(=NN(N1)C)CN(C(OC(C)(C)C)=O)C